ClC1=CC=C(C(=N1)C(=O)O)N[C@H](C)C1=C2N=C(C(=NC2=CC(=C1)C)C#N)N1CCN(CC1)C1=C(C=C(C=C1)F)F (R)-6-chloro-3-((1-(2-cyano-3-(4-(2,4-difluorophenyl)piperazin-1-yl)-7-methylquinoxalin-5-yl)ethyl)amino)picolinic acid